C1(CCCC1)CN1C(C(=C(C2=C1N=C(N=C2)NC2=CC=C(C=C2)N2CCN(CC2)C)C#C)C)=O 8-(cyclopentylmethyl)-5-ethynyl-6-methyl-2-((4-(4-methylpiperazin-1-yl)phenyl)amino)pyrido[2,3-d]pyrimidin-7(8H)-one